N[C@H](C(=O)O)[C@H](CCCB(O)O)CN1CCOCC1 (2s,3r)-2-amino-6-dihydroxyboryl-3-(morpholinomethyl)hexanoic acid